methyl (S)-4-amino-3-fluorobutanoate HCl salt Cl.NC[C@H](CC(=O)OC)F